6-(4-(4-fluorophenyl)-1-(oxetan-3-yl)-1H-imidazol-5-yl)imidazo[1,2-b]pyridazine-3-carbonitrile FC1=CC=C(C=C1)C=1N=CN(C1C=1C=CC=2N(N1)C(=CN2)C#N)C2COC2